4-[[5-amino-1-[[6-(cyanomethyl)-1-naphthyl]sulfonyl]-1,2,4-triazol-3-yl]amino]-2-chloro-benzonitrile NC1=NC(=NN1S(=O)(=O)C1=CC=CC2=CC(=CC=C12)CC#N)NC1=CC(=C(C#N)C=C1)Cl